[B]=O.[Mg] magnesium-boron oxide